[cyclopropyl(iodo)methyl] decanoate C(CCCCCCCCC)(=O)OC(I)C1CC1